C(C)(=O)OCCS(=O)(=O)NC(=O)C1=CC=C(C=C1)N1[C@@H]2C[C@H]([C@H](C1)C2)OCC=2C(=NOC2C2CC2)C2=C(C=CC=C2Cl)Cl 2-[({4-[(1S,4S,5R)-5-{[5-cyclopropyl-3-(2,6-dichlorophenyl)-1,2-oxazol-4-yl]methoxy}-2-azabicyclo[2.2.1]heptan-2-yl]phenyl}formamido) sulfonyl]ethyl acetate